1-(5-fluoro-6-(4-((1-(5-methoxy-2-(1-methyl-1H-pyrazol-4-yl)-4-nitrophenyl)piperidin-4-yl)methyl)piperazin-1-yl)-1-methyl-1H-indazol-3-yl)dihydropyrimidine-2,4(1H,3H)-dione FC=1C=C2C(=NN(C2=CC1N1CCN(CC1)CC1CCN(CC1)C1=C(C=C(C(=C1)OC)[N+](=O)[O-])C=1C=NN(C1)C)C)N1C(NC(CC1)=O)=O